N-isopropylhexane-1,6-diamine C(C)(C)NCCCCCCN